(1S,4s)-4-(4-(((R)-1-(3-(1,1-difluoro-2-hydroxyethyl)-2-fluorophenyl)ethyl)amino)-2-methyl-8,9-dihydrofuro[2,3-h]quinazolin-6-yl)cyclohexane-1-carboxylic acid FC(CO)(F)C=1C(=C(C=CC1)[C@H](C)NC1=NC(=NC2=C3C(=C(C=C12)C1CCC(CC1)C(=O)O)OCC3)C)F